BrC=1SC2=C(N1)OCC=1C=C(C(=CC12)OC)Cl 2-Bromo-7-chloro-8-methoxy-5H-isochromeno[3,4-d]thiazole